BrC=1C=CC=C2C(CCOC12)Cl 8-bromo-4-chloro-chromane